ethyl 2-(7-benzyloxy-6-iodo-1,2-benzoxazol-3-yl)acetate C(C1=CC=CC=C1)OC1=C(C=CC=2C(=NOC21)CC(=O)OCC)I